FC1=NC(=CC(=C1)NC=1SC(=C(N1)C(=O)NC1C(CC1)(C)C)C)F 2-[(2,6-difluoropyridin-4-yl)amino]-N-(2,2-dimethylcyclobutyl)-5-methylthiazole-4-carboxamide